The molecule is a member of the class of phenols that is phenol carrying an allyl group at position 2. It has a role as an antifungal agrochemical. C=CCC1=CC=CC=C1O